[3-(2-{5-[(3R,5R)-3-amino-5-fluoropiperidine-1-carbonyl]-7-methoxy-1-methyl-1H-1,3-benzodiazol-2-yl}-1-(cyclopropylmethyl)-1H-pyrrolo[2,3-b]pyridin-6-yl)-2,5-difluorophenyl]methanol N[C@H]1CN(C[C@@H](C1)F)C(=O)C1=CC2=C(N(C(=N2)C2=CC=3C(=NC(=CC3)C=3C(=C(C=C(C3)F)CO)F)N2CC2CC2)C)C(=C1)OC